BrC=1C=C2C=3CCC[C@H](C3NC2=CC1)NCC1=CC=C(C=C1)S(=O)(C)=N (4-((((R)-6-bromo-2,3,4,9-tetrahydro-1H-carbazol-1-yl)amino)methyl)phenyl)(imino)(methyl)-λ6-sulfanone